2-(3,5-dichlorophenyl)-5-(1-methyl-1H-pyrazol-4-yl)-N4-(piperidin-4-yl)pyrimidine-2,4-diamine ClC=1C=C(C=C(C1)Cl)C1(NC=C(C(=N1)NC1CCNCC1)C=1C=NN(C1)C)N